[5-(2,6-diisopropylphenyl)-2-mesitylimidazo[1,5-a]pyridin-3-ylidene]rhodium(I) chloride C(C)(C)C1=C(C(=CC=C1)C(C)C)C1=CC=CC=2N1C(N(C2)C2=C(C=C(C=C2C)C)C)=[Rh-2]Cl